Cl.FC1(CN(CC1)CCCNS(=O)(=O)C=1SC(=CC1)C1=C(NC(C(=C1)CC)=O)C)F 5-(5-ethyl-2-methyl-6-oxo-1,6-dihydro-pyridin-3-yl)-thiophene-2-sulfonic acid [3-(3,3-difluoro-pyrrolidin-1-yl)-propyl]-amide hydrochloride